5-[4-[(3S)-1-(3-fluoropropyl)pyrrolidin-3-yl]oxyphenyl]-6-[2-methyl-4-(trifluoromethyl)phenyl]-8,9-dihydro-7H-benzo[7]annulen-2-ol FCCCN1C[C@H](CC1)OC1=CC=C(C=C1)C1=C(CCCC2=C1C=CC(=C2)O)C2=C(C=C(C=C2)C(F)(F)F)C